ON=C(N)C1=NC=C(C=C1)NC1=NC(=NO1)C1=CC=C(C=C1)OC(F)(F)F N'-hydroxy-5-((3-(4-(trifluoromethoxy)phenyl)-1,2,4-oxadiazol-5-yl)amino)pyridinecarboxamidine